C(C=1C(O)=CC=CC1)(=O)O.NC1=C2C(=NC=N1)N(N=C2C2=CC=C(C=C2)OC2=CC=CC=C2)C2CCN(CC2)C2CN(C2)C2CN(C2)C=2C=C1C(N(C(C1=CC2)=O)C2C(NC(CC2)=O)=O)=O 5-[3-[3-[4-[4-amino-3-(4-phenoxyphenyl)pyrazolo[3,4-d]pyrimidin-1-yl]-1-piperidyl]azetidin-1-yl]azetidin-1-yl]-2-(2,6-dioxo-3-piperidyl)isoindoline-1,3-dione salicylate